N1(C=CC2=NC=CC=C21)C=2N=CC1=C(N2)CCN(C1)CC(O)C=1C(=C2COC(C2=CC1)=O)C 5-(2-(2-(1H-pyrrolo[3,2-b]pyridin-1-yl)-7,8-dihydropyrido[4,3-d]pyrimidin-6(5H)-yl)-1-hydroxyethyl)-4-methylisobenzofuran-1(3H)-one